5-(2-(4-Benzylpiperidin-1-yl)-2-oxoethoxy)-2-(isoindolin-2-ylmethyl)-4H-pyran-4-one C(C1=CC=CC=C1)C1CCN(CC1)C(COC=1C(C=C(OC1)CN1CC2=CC=CC=C2C1)=O)=O